NC(C(=O)NC)CC1=CC(=CC(=C1)F)F 2-amino-3-(3,5-difluorophenyl)-N-methylpropanamide